1,3-dimethyl-5-(8-methyl-2-(1-methyl-1H-pyrazol-4-yl)-7,8-dihydro-pteridin-5(6H)-yl)-7-morpholinoquinolin-2(1H)-one CN1C(C(=CC2=C(C=C(C=C12)N1CCOCC1)N1C=2C=NC(=NC2N(CC1)C)C=1C=NN(C1)C)C)=O